[Na].C(C)O[Si](CCCN(C1=NC(=NC(=N1)S)S)CCC[Si](OCC)(OCC)OCC)(OCC)OCC 6-bis(3-triethoxysilylpropyl)amino-1,3,5-triazine-2,4-dithiol monosodium salt